(((hydroxy)benzylamino)(4-(trifluoromethyl)phenyl)methyl)diphenylphosphine ON(CC1=CC=CC=C1)C(C1=CC=C(C=C1)C(F)(F)F)P(C1=CC=CC=C1)C1=CC=CC=C1